3-(4-Isobutyl-6-methylene-cyclohexen-1-yl)propanal C(C(C)C)C1CC=C(C(C1)=C)CCC=O